CCCCCCCCC(CCCCCCCC)OC=1C=C(OCCN2CCN(CC2)CCO)C=C(C1)CCCCCCCCCCCCCCC 2-(4-(2-(3-(heptadecan-9-yloxy)-5-pentadecylphenoxy)ethyl)piperazin-1-yl)ethan-1-ol